CC=1N=CC=2C(C(=CC(C2C1)=O)NC)=O 3-methyl-7-methylamino-5,8-isoquinolinedione